C(C=C)C1=CC(=C(C=C1)O)OC 4-Allyl-2-methoxyphenol